OC[C@H](C(=O)C1=C(C=C(C=C1)OC)O)C (R,S)-3-Hydroxy-1-(2-hydroxy-4-methoxyphenyl)-2-methylpropan-1-one